ClC1=CC=C2C(=N1)CN(C21CCOCC1)C(=O)OC(C)(C)C tert-butyl 2'-chloro-2,3,5,6-tetrahydrospiro[pyran-4,5'-pyrrolo[3,4-b]pyridine]-6'(7'H)-carboxylate